C(CCCCCCCCCCCCCCCCCCCCCCCCC)(=O)NC(C)C(C(CCCCCCCCCCCCCC)O)O 2-hexacosanamido-octadecane-3,4-diol